FC(C(=O)O)(F)F.CC1=CC(=NC=C1C(C)C)NC(=O)N1[C@H](CCC1)C(=O)NC1=CC=C(C=C1)C1=CC=C(C=C1)C(=O)O 4'-[(1-{[4-methyl-5-(propan-2-yl)pyridin-2-yl]carbamoyl}-D-prolyl)amino][1,1'-biphenyl]-4-carboxylic acid, trifluoroacetate salt